(S)-tert-Butyl 5-((2-((4-(3-((2-(1-hydroxyethyl)-1H-imidazol-1-yl)methyl)isoxazol-5-yl)phenyl)ethynyl)-7-azaspiro[3.5]nonan-7-yl)methyl)-1H-pyrazole-1-carboxylate O[C@@H](C)C=1N(C=CN1)CC1=NOC(=C1)C1=CC=C(C=C1)C#CC1CC2(C1)CCN(CC2)CC2=CC=NN2C(=O)OC(C)(C)C